OC1=CC=C(C=C1)C1(C(N(C2=CC=CC=C12)C1=CC=CC=C1)=O)C1=CC=C(C=C1)O 3,3-Bis(4-hydroxyphenyl)-1-phenyl-1H-indol-2-on